(R,E)-2-cyano-N-(1-(3,4-dimethoxyphenyl)ethyl)-3-(4-(3-(4-methylpiperazin-1-yl)phenyl)-1H-pyrrolo[2,3-b]pyridin-3-yl)acrylamide C(#N)/C(/C(=O)N[C@H](C)C1=CC(=C(C=C1)OC)OC)=C\C1=CNC2=NC=CC(=C21)C2=CC(=CC=C2)N2CCN(CC2)C